(±)-N-(5-Cyclopropyl-1,3,4-thiadiazol-2-yl)-1-fluoro-6,7,8,9-tetrahydro-5H-5,8-epiminocyclohepta[c]pyridine-10-carboxamide C1(CC1)C1=NN=C(S1)NC(=O)N1C2CCC1CC=1C(=NC=CC12)F